NC1=C(C=2C(=NC=C(C2S1)F)C=1C2=C(C=3C=NC(=NC3C1F)OC[C@H]1CN(CCO1)C)COC2)C#N 2-Amino-7-fluoro-4-[5-fluoro-3-[[(2R)-4-methylmorpholin-2-yl]methoxy]-7,9-dihydrofuro[3,4-f]quinazolin-6-yl]thieno[3,2-c]pyridine-3-carbonitrile